FC(C(=O)O)(F)F.N1CC(C1)CCCS(=O)(=O)N 3-(azetidin-3-yl)propane-1-sulfonamide 2,2,2-trifluoroacetate